2-hydroxy[1,1'-biphenyl] OC1=C(C=CC=C1)C1=CC=CC=C1